1-[6-(2-HYDROXYPHENYL)PYRIDAZIN-4-YL]-4-PHENYL-N-[(1S,4S)-4-{[1-(1-{5-[(3RS)-2,6-DIOXOPIPERIDIN-3-YL]PYRIDIN-2-YL}PIPERIDIN-4-YL)ETHYL]AMINO}CYCLOHEXYL]PIPERIDINE-4-CARBOXAMIDE OC1=C(C=CC=C1)C1=CC(=CN=N1)N1CCC(CC1)(C(=O)NC1CCC(CC1)N[C@@H](C)C1CCN(CC1)C1=NC=C(C=C1)[C@@H]1C(NC(CC1)=O)=O)C1=CC=CC=C1 |&1:43|